1-(4-(trifluoromethyl)phenyl)-3-azabicyclo[3.1.0]hexane FC(C1=CC=C(C=C1)C12CNCC2C1)(F)F